C(CCN)C[C@@H](C(=O)N[C@@H](CCCCN)C(=O)N[C@@H](CCCCN)C(=O)O)NC(=O)[C@H](CCCCNC(=O)[C@H](CCS)N)N The molecule is a pentapeptide in which L-homocysteine is connected to tetralysine via a peptide bond to the epsilon-nitrogen of the N-terminal lysine residue.